4-(7-(8-ethynyl-7-fluoro-3-hydroxynaphthalen-1-yl)-8-fluoro-2-(((S)-1-methylpyrrolidin-2-yl)methoxy)-5-(propynyl)pyrido[4,3-d]pyrimidin-4-yl)-6-methyl-1,4-oxazepin-6-ol C(#C)C=1C(=CC=C2C=C(C=C(C12)C1=C(C=2N=C(N=C(C2C(=N1)C#CC)N1C=COCC(C1)(O)C)OC[C@H]1N(CCC1)C)F)O)F